5-methyl-7-[3-(4-methyl-1H-pyrazol-1-yl)azetidin-1-yl]-4-oxo-1-(1,2,4-thiadiazol-5-yl)-1,4-dihydro-1,8-naphthyridine-3-carboxylic acid CC1=C2C(C(=CN(C2=NC(=C1)N1CC(C1)N1N=CC(=C1)C)C1=NC=NS1)C(=O)O)=O